((1r,4r)-4-((8-cyanoquinoxalin-5-yl)oxy)cyclohexyl)carbamate C(#N)C=1C=CC(=C2N=CC=NC12)OC1CCC(CC1)NC([O-])=O